N-(3,4-diethoxyphenyl)benzo[b]thiophene-3-carboxamide C(C)OC=1C=C(C=CC1OCC)NC(=O)C=1C2=C(SC1)C=CC=C2